heptane-2,5-diene CC=CCC=CC